CS(=O)(=O)CC[C@@H](CC=C)NC(=O)N1C=NC=C1 (R)-N-(1-(methylsulfonyl)hex-5-en-3-yl)-1H-imidazole-1-carboxamide